(2,4-Dichlorophenoxy)acetic acid ethyl ester C(C)OC(COC1=C(C=C(C=C1)Cl)Cl)=O